COC(=O)C1(CC(NCC1)C)CC1=NC(=CC=C1F)NC1=NNC(=C1)C 4-((3-fluoro-6-((5-methyl-1H-pyrazol-3-yl)amino)pyridin-2-yl)methyl)-2-methylpiperidine-4-carboxylic acid methyl ester